CC1=NOC(=C1C=1C=C(OC2=C(C=C(C=C2C)NC(COCCOC)=O)C)C=C(C1)F)C N-(4-(3-(3,5-dimethylisoxazol-4-yl)-5-fluorophenoxy)-3,5-dimethylphenyl)-2-(2-methoxyethoxy)acetamide